N1(CCC1)C(=O)C=1C=C(C2=C(N=C(O2)N2CC3CCC(C2)N3C(=O)OC(C)(C)C)C1OC(F)(F)F)C=1SC=CN1 tert-Butyl 3-(5-(azetidine-1-carbonyl)-7-(thiazol-2-yl)-4-(trifluoromethoxy)benzo[d]oxazol-2-yl)-3,8-diazabicyclo[3.2.1]octane-8-carboxylate